COC(=O)C1=CN(C=2N=CN=C(C21)N2[C@H](CN(CC2)C(=O)OC(C)(C)C)C)C2=NC=CC(=C2)Cl.C(CCC)C=2OC1=C(C2C(C2=CC(=C(C(=C2)I)O)I)=O)C=CC=C1 2-butyl-3-(3,5-diiodo-4-hydroxybenzoyl)benzofuran Methyl-(S)-4-(4-(tert-butoxycarbonyl)-2-methylpiperazin-1-yl)-7-(4-chloropyridin-2-yl)-7H-pyrrolo[2,3-d]pyrimidine-5-carboxylate